N-(2-oxo-1H-pyridin-3-yl)-5-(m-phenoxyphenyl)-1H-imidazole-2-carboxamide O=C1NC=CC=C1NC(=O)C=1NC(=CN1)C1=CC(=CC=C1)OC1=CC=CC=C1